NC1=C(C=C(OC2=NC=CC=C2C2=NC(=NC=C2)NC2CCC(CC2)NC(OC(C)(C)C)=O)C=C1)F tert-butyl (1s,4s)-4-(4-(2-(4-amino-3-fluorophenoxy)pyridin-3-yl)pyrimidin-2-ylamino)cyclohexylcarbamate